NC=1C(N(C=CC1)C(C(=O)N[C@@H](C[C@H]1C(NCC1)=O)C#N)CC1CC1)=O 2-[(1S)-3-amino-2-oxo-1-pyridyl]-N-[(1S)-1-cyano-2-[(3S)-2-oxopyrrolidin-3-yl]ethyl]-3-cyclopropyl-propanamide